3-oxo-9-(1-naphthylethylene) hydrazone N(N)=C1CC(=C2C=CC=CC2=C1)C=C